4-((5-hydroxy-4-oxo-4H-pyran-2-yl)methoxy)-6,8-dimethylcoumarin OC=1C(C=C(OC1)COC1=CC(OC2=C(C=C(C=C12)C)C)=O)=O